ClC=1C(=CC(=C(C(=O)NC=2C=CC(=C(C2)[S@@](=O)(C)=NC(OC(C)(C)C)=O)F)C1)N1CCC(CC1)C(F)(F)F)C(F)(F)F tert-butyl (S)-((5-(5-chloro-4-(trifluoromethyl)-2-(4-(trifluoromethyl)piperidin-1-yl)benzamido)-2-fluorophenyl)(methyl)(oxo)-λ6-sulfaneylidene)carbamate